P(=O)(O)(O)N[C@@H](C)C(=O)O PHOSPHONOALANINE